(R)-N-(2-hydroxypropyl)-4-((trimethylsilyl)ethynyl)benzenesulfonamide O[C@@H](CNS(=O)(=O)C1=CC=C(C=C1)C#C[Si](C)(C)C)C